OC12CC3(CC(CC(C1)C3)C2)NCC(=O)N2[C@@H](CC(C2)=C)C#N (S)-1-((3-hydroxyadamantan-1-yl)glycyl)-4-methylenepyrrolidine-2-carbonitrile